4-Chloro-3-(5-morpholino-pent-1-yn-1-yl)pyridin-2-amine ClC1=C(C(=NC=C1)N)C#CCCCN1CCOCC1